N[C@@H](COP(=O)(O)O)C(=O)O L-O-phosphoserine